3-vinyl-5,6-dihydro-4H-pyrrolo[1,2-b]pyrazole C(=C)C1=C2N(N=C1)CCC2